OC(C)C=1C=CC(=NC1)CCOC1=CC=C(C=C1)CC1CNCS1 5-[[4-[2-[5-(1-hydroxyethyl)pyridin-2-yl]ethoxy]phenyl]methyl]-1,3-thiazolidine